1-(3-(5H-imidazo[5,1-a]isoindol-5-yl)phenyl)ethan-1-ol C=1N=CN2C1C1=CC=CC=C1C2C=2C=C(C=CC2)C(C)O